CS(=O)(=O)C1=CC=C(C=C1)NC(CO)CO (1R,2R)-p-methylsulfonyl-phenyl-serinol